2-[2-(3-chloro-phenyl)-benzoimidazol-1-yl]-N-isopropyl-4-phenyl-butyramide ClC=1C=C(C=CC1)C1=NC2=C(N1C(C(=O)NC(C)C)CCC1=CC=CC=C1)C=CC=C2